2,4,6-trinitrochlorobenzene [N+](=O)([O-])C1=C(C(=CC(=C1)[N+](=O)[O-])[N+](=O)[O-])Cl